FC1=C(C=CC(=C1)[C@@H]1COCC1)C=1N=C2SC3=C(N2C1)C=CC(=C3)C(=O)NCCCN3CCC(CC3)F (R)-2-(2-fluoro-4-(tetrahydrofuran-3-yl)phenyl)-N-(3-(4-fluoropiperidin-1-yl)propyl)benzo[d]imidazo[2,1-b]thiazole-7-carboxamide